C(N)(=O)C1(COC1)NC(=O)C1=C(OC2=C1C=C(C=C2)OCC=2N(C=CN2)C)C N-(3-carbamoyloxetan-3-yl)-2-methyl-5-((1-methyl-1H-imidazol-2-yl)methoxy)benzofuran-3-carboxamide